{4-[(4-tert-Butyl-benzyl)-(methyl)amino]-2-trifluoromethyl-phenyl}-carbamic acid propyl ester C(CC)OC(NC1=C(C=C(C=C1)N(C)CC1=CC=C(C=C1)C(C)(C)C)C(F)(F)F)=O